BrC1=CC=C(S1)S(=O)(=O)NC(C1=C(C=C(C=C1OC)C1(CC1)C#N)Cl)=O N-((5-bromothiophen-2-yl)sulfonyl)-2-chloro-4-(1-cyanocyclopropyl)-6-methoxybenzamide